4-Nitro-2-methylbenzoic acid [N+](=O)([O-])C1=CC(=C(C(=O)O)C=C1)C